1,1,2,2-tetrafluorobutane-sulfonate FC(C(CC)(F)F)(S(=O)(=O)[O-])F